CC1(CN(C2=CC(=CC=C12)N1C(N(C(C1=O)(C)C)CC1=CC(=NC=C1)N[C@@H]1COCC1)=O)S(=O)(=O)C)C (S)-3-(3,3-dimethyl-1-(methylsulfonyl)indolin-6-yl)-5,5-dimethyl-1-((2-((tetrahydrofuran-3-yl)amino)pyridin-4-yl)methyl)imidazolidine-2,4-dione